(R)-N-(3-(1-((2-amino-5-chloropyridin-3-yl)oxy)ethyl)phenyl)-5-(trifluoromethyl)picolinamide NC1=NC=C(C=C1O[C@H](C)C=1C=C(C=CC1)NC(C1=NC=C(C=C1)C(F)(F)F)=O)Cl